FC(C1=NN(C(=C1)C)C1=NC(=CC=C1C(C)=O)N1C=NC2=C1C=C(C=C2)NC=2N=NC(=CC2)C)F 1-[2-[3-(difluoromethyl)-5-methyl-pyrazol-1-yl]-6-[6-[(6-methylpyridazin-3-yl)amino]benzimidazol-1-yl]-3-pyridyl]ethanone